C(#CC)S(=O)(=O)N[C@H]1CN(CCC1)C(=O)NC1=CC=C(C=C1)OC(F)(F)F (R)-3-(prop-1-yn-1-ylsulfonamido)-N-(4-(trifluoromethoxy)phenyl)piperidine-1-carboxamide